ClC=1C=CC(=C(C1)NC(C(C1=CC=C(C=C1)C=1N=NN(N1)C)C1CC(CC1)(F)F)=O)F N-(5-Chloro-2-fluorophenyl)-2-(3,3-difluorocyclopentyl)-2-(4-(2-methyl-2H-tetrazol-5-yl)phenyl)acetamide